bis-[p-(methacryloxyethoxy)phenyl]dimethylmethane C(C(=C)C)(=O)OCCOC1=CC=C(C=C1)C(C)(C)C1=CC=C(C=C1)OCCOC(C(=C)C)=O